NNC(=S)C1CC2(C1)CC(C2)O[Si](C)(C)C(C)(C)C N-amino-6-((tert-butyldimethylsilyl)oxy)spiro(3.3)heptane-2-thiocarboxamide